C(C)(C)(C)OC(=O)[C@@](C(=O)O)(CCCCC(=O)OC(C)(C)C)N (S)-2,6-Di-t-Butoxycarbonyl-aminocaproic acid